NC(C(=O)NC1=NC=C(N=C1)C=1C(=NNC1C)C)=C(C1CCCCC1)C1CCCCC1 (2S)-2-amino-3,3-dicyclohexyl-N-[5-(3,5-dimethyl-1H-pyrazol-4-yl)pyrazin-2-yl]acrylamide